4-(2-fluoro-3-nitrophenoxy)piperidine-1-carboxylic acid benzyl ester C(C1=CC=CC=C1)OC(=O)N1CCC(CC1)OC1=C(C(=CC=C1)[N+](=O)[O-])F